C(=O)(O)CCC1OC2=CC=CC=C2CC1 carboxyethylchroman